BrC(CCCCCC1=C(C2=C(C=CC(=NO2)O)C=C1)O)C 8-(6-Bromoheptyl)-3,9-dihydroxybenzo[5,6]oxazepin